N[C@@H]1[C@@H](CN(CC1)C(=O)OC(C)(C)C)F tert-butyl (3R,4S)-4-amino-3-fluoro-piperidine-1-carboxylate